(S)-2-isopropyloxirane C(C)(C)[C@@H]1OC1